C1(CCCC1)NC1=CC=C(C=C1)[C@H]1[C@H](C[C@@H]2[C@H](N1C(C1=C(C=CC=C1C)F)=O)CCC2)C(=O)OC(C)(C)C tert-butyl (2R,3S,4aR,7aR)-2-[4-(cyclopentylamino) phenyl]-1-(2-fluoro-6-methyl-benzoyl)-2,3,4,4a,5,6,7,7a-octahydrocyclopenta[b]pyridine-3-carboxylate